CC1=CC=C(C=C1)S(=O)(=O)NN=C(C1=CC=CC=C1)C1=CC=CC=C1 benzophenone p-toluenesulfonyl hydrazone